FC(OC1=C2C=C(NC2=CC=C1)C(=O)N[C@H](C(=O)N[C@H](C(=O)OC)C[C@H]1C(NCC1)=O)CC(C)C)F methyl (2S)-2-[[(2S)-2-[[4-(difluoromethoxy)-1H-indole-2-carbonyl]amino]-4-methyl-pentanoyl] amino]-3-[(3S)-2-oxopyrrolidin-3-yl]propanoate